C1CN2CNC3=CN=C4N(C1=C23)NC=N4 dihydro-1H-2a,4,6,7,9,9a-hexaazadicyclopenta[cd,f]azulene